Methyl 3-(3-(2-(2-fluoro-5-((6-fluoro-4-(methylsulfonyl)-1H-indol-5-yl)oxy)phenyl)-1H-imidazole-5-carbonyl)phenyl)propanoate FC1=C(C=C(C=C1)OC=1C(=C2C=CNC2=CC1F)S(=O)(=O)C)C=1NC(=CN1)C(=O)C=1C=C(C=CC1)CCC(=O)OC